[N+](=O)([O-])C1=CC=C(OC(=O)NC[C@@H]2N(CCCC2)C(=O)OC(C)(C)C)C=C1 tert-butyl (2R)-2-[[(4-nitrophenoxycarbonyl)amino]methyl]piperidine-1-carboxylate